(5-amino-1-methyl-1H-pyrazol-4-yl)-1,3-bis(3-ammoniopropyl)-1H-imidazol-3-ium 2,2,2-trifluoroacetate FC(C(=O)[O-])(F)F.NC1=C(C=NN1C)C=1N(C=C[N+]1CCC[NH3+])CCC[NH3+].FC(C(=O)[O-])(F)F.FC(C(=O)[O-])(F)F